tertiary butyl-(phenyl)silanol C(C)(C)(C)[SiH](O)C1=CC=CC=C1